CC=1OC2=NC(=CC=C2N1)B(O)O 2-methyl-[1,3]oxazolo[5,4-b]pyridin-5-ylboronic acid